FC=1C=C2C=C(C=NC2=CC1F)C(=O)O 6,7-difluoroquinoline-3-carboxylic acid